C(#N)C1=NC(=C2C=C(N=CC2=C1)N[C@@H]1C[C@H](C1)NC(OC(C)(C)C)=O)NCC Tert-butyl ((trans)-3-((7-cyano-5-(ethylamino)-2,6-naphthyridin-3-yl)amino)cyclobutyl)carbamate